COC=1C=C(C=CC1OC)C1SCCCS1 (3,4-Dimethoxyphenyl)-1,3-dithiane